CS(=O)(=O)CCC(=O)OCC ethyl 3-(methylsulfonyl)propanoate